2-[2-fluoro-6-(8-fluoro-quinolin-3-yloxy)-phenyl]-3,3-dimethyl-butan-2-ol FC1=C(C(=CC=C1)OC=1C=NC2=C(C=CC=C2C1)F)C(C)(C(C)(C)C)O